1-((methylthio)methyl)-N-((5-phenyl-1,3,4-thiadiazol-2-yl)methyl)-1H-1,2,3-triazole-4-carboxamide CSCN1N=NC(=C1)C(=O)NCC=1SC(=NN1)C1=CC=CC=C1